ClC1=C(C=CC=C1)C=1C(CCN(C1)C(=O)OC(C)(C)C)C(=O)OCC 1-(tert-butyl) 4-ethyl 5-(2-chlorophenyl)-3,4-dihydropyridine-1,4(2H)-dicarboxylate